N-(3-methoxybenzyl)-4-((2-(2-morpholinoethoxy)ethoxy)methyl)-N-(3-(pyrrolidin-1-yl)benzyl)aniline COC=1C=C(CN(C2=CC=C(C=C2)COCCOCCN2CCOCC2)CC2=CC(=CC=C2)N2CCCC2)C=CC1